(R)-N-(2-(2-ethylmorpholino)ethyl)-5-((6-((2-(4-(2-hydroxyethyl)piperidin-1-yl)pyridin-4-yl)amino)-1-methyl-1H-pyrazolo[3,4-d]pyrimidin-3-yl)amino)-6-methylnicotinamide C(C)[C@H]1OCCN(C1)CCNC(C1=CN=C(C(=C1)NC1=NN(C2=NC(=NC=C21)NC2=CC(=NC=C2)N2CCC(CC2)CCO)C)C)=O